N-(2-bromo-4-methylsulfonyl-phenyl)-4-(trifluoromethyl)pyridin-2-amine BrC1=C(C=CC(=C1)S(=O)(=O)C)NC1=NC=CC(=C1)C(F)(F)F